C(#N)C1(CC1)C1=CC=C(C=N1)C(=O)O 6-(1-cyanocyclopropyl)pyridine-3-carboxylic acid